C(C(=C)C)(=O)OC=1C(=C(C(=O)C2=CC=CC=C2)C=CC1)O 3-methacryloxy-2-hydroxybenzophenone